N-(2-hydroxy-5-(1-oxo-6-(4-(trifluoromethoxy)phenyl)-3,4-dihydroisoquinolin-2(1H)-yl)phenyl)thiophene-2-sulfonamide OC1=C(C=C(C=C1)N1C(C2=CC=C(C=C2CC1)C1=CC=C(C=C1)OC(F)(F)F)=O)NS(=O)(=O)C=1SC=CC1